C(#N)N1C[C@H](OCC1)C(=O)NC1=NC=CC(=C1)C1=CC=CC=C1 (S)-4-Cyano-N-(4-phenylpyridin-2-yl)morpholine-2-carboxamide